1-iodo-1,3-disiloxetane I[SiH]1O[SiH2]C1